BrC1=C(N(C2=C(C=CC(=C2C1=O)F)C)C)CBr 3-bromo-2-(bromomethyl)-5-fluoro-1,8-dimethylquinolin-4(1H)-one